OC(C)C=1C=C(C=C2C(N(C(=NC12)C1CCOCC1)C)=O)C 8-(1-hydroxyethyl)-3,6-dimethyl-2-tetrahydropyran-4-yl-quinazolin-4-one